N1(CCCCCC1)CCN1C(CCC2=CC=C(C=C12)C1=C(C=CC=C1)SC)=O 1-[2-(azepan-1-yl)ethyl]-7-(2-methylthiophenyl)-3,4-dihydroquinolin-2(1H)-one